osmium(III) chloride [Os](Cl)(Cl)Cl